ClC1=C(C=CC(=C1)F)NC1=NC=C(C(=C1)N1C=C(C=C1)C(=O)NC(CO)C1=CC(=CC=C1)Cl)C 1-(2-((2-chloro-4-fluorophenyl)amino)-5-methylpyridin-4-yl)-N-(1-(3-chlorophenyl)-2-hydroxyethyl)-1H-pyrrole-3-amide